[I-].[Eu+3].[I-].[I-] Europium Iodide